ClC1=C2N=CN(C2=NC(=N1)I)[C@@H]1SC[C@H]2OC(O[C@H]21)(C)C 6-chloro-9-((3aR,4R,6aS)-2,2-dimethyltetrahydrothieno[3,4-d][1,3]dioxol-4-yl)-2-iodo-9H-purine